(E)-Octadecatrienoic Acid ethyl ester C(C)OC(\C=C\C=CC=CCCCCCCCCCCC)=O